Cl.CC(C)(C)C1=CC(=C(CC=2NCCN2)C(=C1)C)C 2-[4-(1,1-dimethylethyl)-2,6-dimethylbenzyl]-4,5-dihydro-1H-imidazole hydrochloride